OC1CCC(CC1)N1C(C2=CC(=C(C=C2C1)NC(=O)C=1C=NN2C1N=CC=C2)N2CCOCC2)=O N-[2-(4-hydroxycyclohexyl)-6-morpholino-1-oxo-isoindolin-5-yl]pyrazolo[1,5-a]pyrimidine-3-carboxamide